C1C(CC12CCNCC2)OC2=CC1=CN(C=C1C=C2)C2C(NC(CC2)=O)=O 5-[7-azaspiro[3.5]nonan-2-yloxy]-2-(2,6-dioxopiperidin-3-yl)isoindole